C(C)(C)(C)OC(NCC(S(=O)(=O)C)C1CN(C1)C=1C=CC(=C2C=C(N=CC12)Cl)C(C)C)=O (2-(1-(3-Chloro-5-isopropylisoquinolin-8-yl)azetidin-3-yl)-2-(methylsulfonyl)ethyl)carbamic acid tert-butyl ester